N(=[N+]=[N-])CCO[C@H]1[C@@](CN(CC1)C1=NC=CC(=N1)N(COCC[Si](C)(C)C)COCC[Si](C)(C)C)(C)F 2-[(3S,4R)-4-(2-azidoethoxy)-3-fluoro-3-methylpiperidin-1-yl]-4-(2,2,12,12-tetramethyl-5,9-dioxa-7-aza-2,12-disilatridecan-7-yl)pyrimidine